3,4,5-trimethoxystyrene COC=1C=C(C=C)C=C(C1OC)OC